C(C)(CC)[BH-](C(C)CC)C(C)CC.[Na+] sodium tri-sec.-butylborohydride